8-pentyloxymethoxy-1,3,5-trimethyloctylmagnesium bromide C(CCCC)OCOCCCC(CC(CC(C)[Mg]Br)C)C